(4-bromophenyl)[2-fluoro-3-(4-nitrophenyl)indol-1-yl]methanone BrC1=CC=C(C=C1)C(=O)N1C(=C(C2=CC=CC=C12)C1=CC=C(C=C1)[N+](=O)[O-])F